sulfydryl-sodium S[Na]